CN(C1=NC=C(C=C1)B1OC(C(O1)(C)C)(C)C)[C@@H](C)C=1C=NC(=CC1)N1N=CC(=C1)C (S)-N-methyl-N-(1-(6-(4-methyl-1H-pyrazol-1-yl)pyridin-3-yl)ethyl)-5-(4,4,5,5-tetramethyl-1,3,2-dioxaborolane-2-yl)pyridin-2-amine